1-(3-(2-(3-hydroxynaphthalen-1-yl)-1H-indol-6-yl)azetidin-1-yl)prop-2-en-1-one OC=1C=C(C2=CC=CC=C2C1)C=1NC2=CC(=CC=C2C1)C1CN(C1)C(C=C)=O